tripropylene glycol di(methacrylate) C(C(=C)C)(=O)OC(C)COC(C)COC(C)COC(C(=C)C)=O